NC=1C=CC(=C2C(=NN(C12)CC(F)F)CS(=O)(=O)NCC1=CC=C(C=C1)OC)Cl (7-amino-4-chloro-1-(2,2-difluoroethyl)-1H-indazol-3-yl)-N-(4-methoxybenzyl)methanesulfonamide